6-[3-[3-[tert-Butyl-(dimethyl)silyl]oxy-3-[1-(trifluoromethyl)cyclopropyl]propoxy]pyrazol-1-yl]-2-chloro-pyridine-3-carboxylic acid C(C)(C)(C)[Si](OC(CCOC1=NN(C=C1)C1=CC=C(C(=N1)Cl)C(=O)O)C1(CC1)C(F)(F)F)(C)C